O=C1N(C(C2=CC=CC=C12)=O)CCCN1CCN(CC1)C(=O)OC(C)(C)C tert-Butyl 4-(3-(1,3-dioxoisoindolin-2-yl)propyl)piperazine-1-carboxylate